1,3,4-thiadiazole-2-carboxamide S1C(=NN=C1)C(=O)N